C(C)(C)(C)OC(=O)NC1C(CC(C1)C(=O)O)(F)F 4-((tert-butoxycarbonyl)amino)-3,3-difluorocyclopentane-1-carboxylic acid